(5-diphenylphosphino(phosphino)-9,9-dimethylxanthen-4-yl)diphenylphosphine C1(=CC=CC=C1)P(C1=C2OC=3C(=CC=C(C3C(C2=CC=C1)(C)C)P)P(C1=CC=CC=C1)C1=CC=CC=C1)C1=CC=CC=C1